2-(3-((1,1,1,3,3,3-hexafluoro-2-(trifluoromethyl)propane-2-yl)oxy)phenyl)-2,5,5-trimethylpyrrolidine FC(C(C(F)(F)F)(C(F)(F)F)OC=1C=C(C=CC1)C1(NC(CC1)(C)C)C)(F)F